lithium thulium [Tm].[Li]